N1CC(C1)CN1CC(C1)CN1CC(CC1)CN1CCC(CC1)N1N=C(C=2C1=NC=NC2N)C2=CC=C(C=C2)OC2=CC=CC=C2 1-(1-((1-((1-(azetidin-3-ylmethyl)azetidin-3-yl)methyl)pyrrolidin-3-yl)methyl)piperidin-4-yl)-3-(4-phenoxyphenyl)-1H-pyrazolo(3,4-d)pyrimidin-4-amine